S1C(SCCC1)C1=CC(=C(C=C1)OC(CCCC(C)C)=O)OC.CC(CCCC(=O)OC1=C(C=C(C=C1)OC)C1SCCCS1)C 2-(1,3-dithian-2-yl)-4-methoxyphenyl 5-methylhexanoate 4-(1,3-dithian-2-yl)-2-methoxyphenyl-5-methylhexanoate